ClC=1C=C2C=C(C(NC2=CC1F)=O)[C@@H](C)N[S@](=O)C(C)(C)C (R)-N-((R)-1-(6-chloro-7-fluoro-2-oxo-1,2-dihydroquinolin-3-yl)ethyl)-2-methylpropan-2-sulfinamide